(S)-4-(diphenylcarbamoyl)-1-(10-isopropyl-11-oxo-10,11-dihydro-5H-dibenzo[b,e][1,4]diazepine-5-carbonyl)piperazine-2-carboxylic acid C1(=CC=CC=C1)N(C(=O)N1C[C@H](N(CC1)C(=O)N1C2=C(N(C(C3=C1C=CC=C3)=O)C(C)C)C=CC=C2)C(=O)O)C2=CC=CC=C2